ONC(=N)C=1C=C2CN(CC2=CC1)C(=O)OC(C)(C)C tert-Butyl 5-(N-hydroxycarbamimidoyl)isoindoline-2-carboxylate